COC1=C(C(=CC=C1)OC[C@@H]1CNCCO1)C1=CC(=NN1)NC1=NC=C(N=C1)C(F)(F)F (S)-N-(5-(2-methoxy-6-(morpholin-2-ylmethoxy)phenyl)-1H-pyrazol-3-yl)-5-(trifluoromethyl)pyrazin-2-amine